7-(3-(5-fluoro-2-methylphenyl)-7,8-dihydro-1,6-naphthyridin-6(5H)-yl)-8-methyl-4H-pyrimido[1,2-b]pyridazin-4-one FC=1C=CC(=C(C1)C=1C=NC=2CCN(CC2C1)C=1C(=CC=2N(N1)C(C=CN2)=O)C)C